CN(C1=CC=C(C=C1)C(=C)C1=CC=CC=C1)C 1-(4-dimethylaminophenyl)-1-phenylethylene